NCCO[P@@](=O)(OC1=C(C=C(C(=C1)NC(=O)C1=CNC2=CC=CC=C2C1=O)C(C)(C)C)C(C)(C)C)N[C@@H](C)C(=O)OC(C)C Isopropyl ((R)-(2-aminoethoxy)(2,4-di-tert-butyl-5-(4-oxo-1,4-dihydroquinoline-3-carboxamido)phenoxy)phosphoryl)-L-alaninate